C(C)(C)(C)OC(=O)N1[C@H](CC[C@@H](C1)NC(=O)C=1N=CC2=CC(=CC=C2C1)Cl)C=1OC(=NN1)OCCOC(F)(F)F (2r,5s)-5-(7-chloroisoquinoline-3-amido)-2-{5-[2-(trifluoromethoxy)ethoxy]-1,3,4-oxadiazol-2-yl}piperidine-1-carboxylic acid tert-butyl ester